2,3-bis(tetradecyloxy)propan-1-ol C(CCCCCCCCCCCCC)OC(CO)COCCCCCCCCCCCCCC